OC=1C=C(C=CC1OC(F)(F)F)NC(CSC1=NC2=C(C=NC(=C2)C(F)(F)F)N1)=O N-(3-hydroxy-4-(trifluoromethoxy)phenyl)-2-((6-(trifluoromethyl)-3H-imidazo[4,5-c]pyridin-2-yl)thio)acetamide